Methyl-Morpholinium C[NH+]1CCOCC1